2,2-bis(4-hydroxy-phenyl)-propane OC1=CC=C(C=C1)C(C)(C)C1=CC=C(C=C1)O